FC(C(=O)O)(F)F.C/C(/C(=O)N1C(C=CCC1)=O)=C\C1CCNCC1 (E)-1-(2-methyl-3-(piperidin-4-yl)acryloyl)-5,6-dihydropyridin-2(1H)-one 2,2,2-trifluoroacetate